FC=1C=C(C#N)C=CC1N1N=C(C(=C1C1=CC=CC=C1)C=O)C 3-fluoro-4-(4-formyl-3-methyl-5-phenyl-1H-pyrazol-1-yl)benzonitrile